Cl.Cl.ClC1=CC2=C(N(C=N2)CCC[C@H]2NCCC[C@@H]2O)C(=C1)C=1C=CC(N(C1)C)=O 5-(5-chloro-1-(3-((2R,3S)-3-hydroxypiperidin-2-yl)propyl)-1H-benzo[d]imidazol-7-yl)-1-methylpyridin-2(1H)-one dihydrochloride